NC=1N=NC(=CC1N1C[C@H](CCC1)C1=CC(=C(C(=O)OC)C=C1)Cl)Cl |o1:9| Methyl (R*)-4-(1-(3-amino-6-chloropyridazin-4-yl)piperidin-3-yl)-2-chlorobenzoate